2-Methyl-naphthylalanine acetate C(C)(=O)O.CC1=C(C2=CC=CC=C2C=C1)N[C@@H](C)C(=O)O